2-(2-dimethylamino-ethoxy)ethanol CN(CCOCCO)C